C(#N)N1C[C@H](CC1)C(=O)NC1=NC2=NC=CC=C2C=C1 (S)-1-cyano-N-(1,8-naphthyridin-2-yl)pyrrolidine-3-carboxamide